N-(3-azidopropyl)-6-nitro-1H-benzo[d][1,2,3]triazole-1-carboximidamide N(=[N+]=[N-])CCCNC(=N)N1N=NC2=C1C=C(C=C2)[N+](=O)[O-]